N-[3-(4-ethyl-5-fluoro-6-oxo-1,6-dihydropyrimidin-2-yl)-2-fluoro-4-(trifluoromethyl)benzyl]-1-[4-(trifluoromethoxy)phenyl]piperidine-4-carboxamide C(C)C=1N=C(NC(C1F)=O)C=1C(=C(CNC(=O)C2CCN(CC2)C2=CC=C(C=C2)OC(F)(F)F)C=CC1C(F)(F)F)F